3-{(3R,4R)-4-methyl-3-[methyl(7H-pyrrolo[2,3-d]pyrimidin-4-yl)amino]Piperidin-1-yl}-3-oxopropionitrile C[C@H]1[C@H](CN(CC1)C(CC#N)=O)N(C=1C2=C(N=CN1)NC=C2)C